[Na+].C(CN([C@@H](CCC(=O)[O-])C(=O)[O-])CC(=O)[O-])(=O)[O-].[Na+].[Na+].[Na+] glutamic acid N,N-diacetic acid sodium salt